8-bromo-5-chloro-7-methylimidazo[1,2-a]pyridine BrC=1C=2N(C(=CC1C)Cl)C=CN2